SCCCCC(=O)O 5-sulfanylpentanoic acid